[N-]=C=O.[N-]=C=O.CC1=C(C=CC=C1)CCC methylpropylbenzene diisocyanate